BrC1=C(N=C(N1CC(=O)N1CCN(CC1)C(=O)OC(C)(C)C)C)C1=CC=C(C=C1)F tert-butyl 4-[2-[5-bromo-4-(4-fluorophenyl)-2-methyl-imidazol-1-yl]acetyl]piperazine-1-carboxylate